N-(3-chloro-5-(methylsulfonamido)phenyl)-4-(5-(3,3-difluoroazetidin-1-yl)pyridin-2-yl)thiophene-2-carboxamide ClC=1C=C(C=C(C1)NS(=O)(=O)C)NC(=O)C=1SC=C(C1)C1=NC=C(C=C1)N1CC(C1)(F)F